C(C1=CC=CC=C1)NC1=CC(=CC(=N1)O[C@@H]1CN(CC1)C(=O)OC(C)(C)C)OCC1=CC=CC=C1 tert-butyl (S)-3-((6-(benzylamino)-4-(benzyloxy)pyridin-2-yl)oxy)pyrrolidine-1-carboxylate